BrC1C(NC(CC1)=O)=O C3-bromo-2,6-piperidinedione